4-bromo-2-hydrazino-5-(isopropylsulfanyl)thiazole BrC=1N=C(SC1SC(C)C)NN